7-methyl-5-(methyl-sulfonyl)-4-(((tetrahydro-2H-pyran-2-yl)oxy)methyl)-1H-indole CC=1C=C(C(=C2C=CNC12)COC1OCCCC1)S(=O)(=O)C